(3R)-hydroxy-tetrahydrofuran OC1OCCC1